C(C1=CC=CC=C1)N1C(C2=CC=C(C=C2C=C1)C1=C(C#N)C=CC=C1)=O 2-(2-benzyl-1-oxo-1,2-dihydroisoquinolin-6-yl)benzonitrile